COC=1C=C(C=NC1)C1=CN=C2SC(=NN21)NCC=2SC=CC2 5-(5-methoxy-3-pyridyl)-N-(2-thienylmethyl)imidazo[2,1-b][1,3,4]thiadiazol-2-amine